NC=1C2=C(N=CN1)N(C(=C2C2=CC=C(C=C2)C(C2=CC=CC=C2)=O)C2CN(CC2)C(C=C)=O)C 1-(3-(4-amino-5-(4-benzoylphenyl)-7-methyl-7H-pyrrolo[2,3-d]pyrimidin-6-yl)pyrrolidin-1-yl)prop-2-en-1-one